butyl 3-hydroxypyrrolidine-1-carboxylate OC1CN(CC1)C(=O)OCCCC